4-AMINO-6-OXO-PYRIDAZINE NC=1C=NNC(C1)=O